P(=O)(OC[N+]1=C(C(=CC=C1)C1=CC(=NO1)CC1=CC=C(C=C1)OC1=NC=C(C=C1F)Cl)N)(O)[O-] (2-amino-3-(3-(4-((5-chloro-3-fluoropyridin-2-yl)oxy)benzyl)isoxazol-5-yl)pyridin-1-ium-1-yl)methyl hydrogen phosphate